4-(4-methyl-1-oxopent-3-enyl)-5-prenylcyclopent-2-en-1-one CC(=CCC(=O)C1C=CC(C1CC=C(C)C)=O)C